1,3-bis(3,4-dicarboxyphenyl)benzene tert-butyl-6-(((trifluoromethyl)sulfonyl)oxy)-2-azaspiro[3.4]oct-6-ene-2-carboxylate C(C)(C)(C)OC(=O)N1CC2(C1)CC(=CC2)OS(=O)(=O)C(F)(F)F.C(=O)(O)C=2C=C(C=CC2C(=O)O)C2=CC(=CC=C2)C2=CC(=C(C=C2)C(=O)O)C(=O)O